FC1=CC=C2N=CC(N(C2=C1O)C)=O 7-fluoro-8-hydroxy-1-methylquinoxalin-2(1H)-one